2-(3,6-Di(azepan-1-yl)xanthylium-9-yl)benzoate N1(CCCCCC1)C=1C=CC2=C(C3=CC=C(C=C3[O+]=C2C1)N1CCCCCC1)C1=C(C(=O)[O-])C=CC=C1